2-(Pyridin-2-yl)-N-(5-(4-(5-(2-(3-(trifluoromethoxy)phenyl)acetamido)-1,3,4-thiadiazol-2-yl)piperidin-1-yl)pyridin-2-yl)acetamide N1=C(C=CC=C1)CC(=O)NC1=NC=C(C=C1)N1CCC(CC1)C=1SC(=NN1)NC(CC1=CC(=CC=C1)OC(F)(F)F)=O